7-[4,4-bis(hydroxymethyl)piperidin-1-yl]-6-fluoro-4-oxo-N-(3,3,4,4,4-pentafluorobut-2-yl)-1-(2,4,6-trifluorophenyl)-1,4-dihydro-1,8-naphthyridine-3-carboxamide OCC1(CCN(CC1)C1=C(C=C2C(C(=CN(C2=N1)C1=C(C=C(C=C1F)F)F)C(=O)NC(C)C(C(F)(F)F)(F)F)=O)F)CO